FC1=C(C=C(C=C1)[N+](=O)[O-])N1N=NN=C1 1-(2-fluoro-5-nitrophenyl)-1H-tetrazol